ClC=1C=CC(=C(C1)C=1C=2N(C=CC1)C=C(N2)C(=O)NC21CCC(CC2)(C1)O)OC 8-(5-chloro-2-methoxyphenyl)-N-(4-hydroxybicyclo[2.2.1]heptan-1-yl)imidazo[1,2-a]pyridine-2-carboxamide